[Fe].C1(CCCC1)P(C1=CC=CC=C1)C1=CC=CC=C1.C1(CCCC1)P(C1=CC=CC=C1)C1=CC=CC=C1 bis(cyclopentyldiphenylphosphane) iron(0)